2-hydroxy-4-methylsulfonyl-meta-xylene OC1=C(C=CC(=C1C)S(=O)(=O)C)C